2-[5-(4-Methoxyphenyl)-2H-1,2,3-triazol-4-yl]-2,3-dihydro-1H-quinazolin-4-one COC1=CC=C(C=C1)C=1C(=NNN1)C1NC2=CC=CC=C2C(N1)=O